hydroxyethyl-N'-hydroxyethyl-ethylenediamine OCCN(CCN)CCO